N[NH-] Amino-Amid